6-(1-methyl-1H-pyrazol-4-yl)-1H-imidazo[4,5-b]pyrazine CN1N=CC(=C1)C1=CN=C2C(=N1)NC=N2